N1(CCCCC1)N1CCCCC1 bipiperidin